7-(1-chloroethyl)imidazo[1,2-a]pyridine ClC(C)C1=CC=2N(C=C1)C=CN2